COC1=CC=C(C=C1)C(OC[C@]1([C@H](C[C@@H](O1)N1C(NC(C(=C1)F)=O)=O)O[Si](C)(C)C(C)(C)C)CO)(C1=CC=CC=C1)C1=CC=C(C=C1)OC 1-[(2R,4S,5S)-5-{[bis(4-methoxyphenyl)(phenyl)methoxy]methyl}-4-[(tert-butyldimethylsilyl)oxy]-5-(hydroxymethyl)oxolan-2-yl]-5-fluoro-3H-pyrimidine-2,4-dione